tert-butyl ((S)-8-((5-bromo-2-ethoxyphenyl)sulfonyl)-1-oxa-8-azaspiro[4.5]decan-3-yl)((S)-2-hydroxy-3-(3-((1-(hydroxymethyl)cyclopropyl)sulfonyl)phenoxy) propyl)carbamate BrC=1C=CC(=C(C1)S(=O)(=O)N1CCC2(C[C@@H](CO2)N(C(OC(C)(C)C)=O)C[C@@H](COC2=CC(=CC=C2)S(=O)(=O)C2(CC2)CO)O)CC1)OCC